CC(C)[Si](OCC1OC2CC2N(C1)C(=O)OCC1=CC=CC=C1)(C(C)C)C(C)C benzyl 3-({[tris(prop-2-yl) silyl] oxy} methyl)-2-oxa-5-azabicyclo[4.1.0]heptane-5-carboxylate